(2-methylpyrrolidin-2-yl)-5-(piperidin-1-ylmethyl)-5,6-dihydro-1,4,2-dioxazine CC1(NCCC1)C1=NOCC(O1)CN1CCCCC1